N-((1s,3s)-3-(6-((4-(1-((1-((2-(2,6-dioxopiperidin-3-yl)-1,3-dioxoisoindolin-4-yl)glycyl)piperidin-4-yl)methyl)piperidin-4-yl)phenyl)amino)-9H-purin-9-yl)cyclobutyl)-2-phenylacetamide O=C1NC(CC[C@@H]1N1C(C2=CC=CC(=C2C1=O)NCC(=O)N1CCC(CC1)CN1CCC(CC1)C1=CC=C(C=C1)NC1=C2N=CN(C2=NC=N1)C1CC(C1)NC(CC1=CC=CC=C1)=O)=O)=O